6-((3-chloro-4-((S)-tetrahydro-2H-pyran-2-yl)phenyl)-2-methylpropyl)-2-thia-6-azaspiro[3.4]octane 2,2-dioxide ClC=1C=C(C=CC1[C@H]1OCCCC1)C(C(C)C)N1CC2(CS(C2)(=O)=O)CC1